2-(cyclohexylamino)ethane-2-sulfonic acid C1(CCCCC1)NC(C)S(=O)(=O)O